C.[Al].[Sn].[Ni] nickel-tin-aluminum methane